6-Bromo-3-methyl-5-nitro-1,2-benzoxazole BrC1=CC2=C(C(=NO2)C)C=C1[N+](=O)[O-]